2,6-di-tert-butyl-4-hydroxytoluene C(C)(C)(C)C1=C(C)C(=CC(=C1)O)C(C)(C)C